O=C1NC(CCC1N1C(C2=CC=C(C=C2C1)CNC(=O)NC1=C(C=CC=C1)N(C(OC(C)(C)C)=O)C)=O)=O tert-butyl N-[2-[([[2-(2,6-dioxopiperidin-3-yl)-1-oxo-3H-isoindol-5-yl]methyl]carbamoyl)amino]phenyl]-N-methylcarbamate